1,2-dioleoyl-3-palmitoyl-rac-glycerol C(CCCCCCC\C=C/CCCCCCCC)(=O)OC[C@H](OC(CCCCCCC\C=C/CCCCCCCC)=O)COC(CCCCCCCCCCCCCCC)=O |r|